C1(CC1)C(=O)N1CCC(CC1)COC1=CC(=C2C(NC(=NC2=C1)CSC1CCOCC1)=O)F 7-((1-(Cyclopropanecarbonyl)piperidin-4-yl)methoxy)-5-fluoro-2-(((tetrahydro-2H-pyran-4-yl)thio)methyl)quinazolin-4(3H)-one